[Cl-].C(CCC)CN(C)C butyltrimethylamine chloride